5-carboxy-2-pentene C(=O)(O)CCC=CC